5-(3-cyclopropylphenoxy)-3-isopropoxy-pyridazine-4-carboxylic acid methyl ester COC(=O)C1=C(N=NC=C1OC1=CC(=CC=C1)C1CC1)OC(C)C